ClC1=CC=C(C(=N1)C#N)N[C@H](C)C=1C=C(C=C2C(C(=C(OC12)C1=NN(N=C1)C)C)=O)C 6-Chloro-3-[[(1R)-1-[3,6-dimethyl-2-(2-methyltriazol-4-yl)-4-oxo-chromen-8-yl]ethyl]amino]pyridine-2-carbonitrile